exo-L-proline N1[C@@H](CCC1)C(=O)O